O1CC[C@@H](C2=NC=CC=C21)N(C)C[C@@H]2NCC1=CC=CC(=C1C2)N2C(COCC2)=O 4-((R)-3-((((S)-3,4-dihydro-2H-pyrano[3,2-b]pyridin-4-yl)(methyl)amino)methyl)-1,2,3,4-tetrahydroisoquinolin-5-yl)morpholin-3-one